5-(2-Chloro-5-(isobutyrylaminomethyl)benzoylamino)-1-(ethoxymethyl)-1H-indole-2-carboxylic acid ethyl ester C(C)OC(=O)C=1N(C2=CC=C(C=C2C1)NC(C1=C(C=CC(=C1)CNC(C(C)C)=O)Cl)=O)COCC